[Cl-].C(C1=CC=CC=C1)OC(=O)NCC1(C2CC[NH2+]CC12)C=1C=NC=CC1 7-((((benzyloxy)carbonyl)amino)methyl)-7-(pyridin-3-yl)-3-azabicyclo[4.1.0]heptan-3-ium chloride